C1(CCCO1)=O γ-butyroLactone